N1(N=CC=C1)C1=CC=C(C=C1)C1=CC(=NN1)NC1=C(C=C(C=C1)NC(CCC1NCCOC1)=O)C N-(4-((5-(4-(1H-pyrazol-1-yl)phenyl)-1H-pyrazol-3-yl)amino)-3-methylphenyl)-3-morpholinpropanamid